N1(N=CC=C1)[B-](N1N=CC=C1)(N1N=CC=C1)N1N=CC=C1.FC1=C(C=CC(=C1)F)C1=NC=CC=C1.FC1=C(C=CC(=C1)F)C1=NC=CC=C1.[Ir+3].N1(N=CC=C1)[B-](N1N=CC=C1)(N1N=CC=C1)N1N=CC=C1.N1(N=CC=C1)[B-](N1N=CC=C1)(N1N=CC=C1)N1N=CC=C1 iridium bis(2,4-difluorophenylpyridine) tetrakis(1-pyrazolyl)borate